3-(1-naphthyl)-1-cyclohexylformylthiourea C1(=CC=CC2=CC=CC=C12)NC(NC(=O)C1CCCCC1)=S